3-(2-Fluoro-3-(methoxycarbonyl)-4-nitrophenyl)-2,5-dihydro-1H-pyrrole-1-carboxylic acid tert-butyl ester C(C)(C)(C)OC(=O)N1CC(=CC1)C1=C(C(=C(C=C1)[N+](=O)[O-])C(=O)OC)F